C(=O)(OCC1C2=CC=CC=C2C2=CC=CC=C12)P(=O)=N[C@@H](CC1=CC=C(C=C1)O)C(=O)O Fmoc-phosphoryl-tyrosine